2,2,2-Trichloroethyl ((2-(3-phenoxyphenyl)propanoyl)oxy)carbamate O(C1=CC=CC=C1)C=1C=C(C=CC1)C(C(=O)ONC(OCC(Cl)(Cl)Cl)=O)C